3,10-di(9,9-dimethyl-fluoren-2-yl)benzo[b]Naphthalene CC1(C2=CC=CC=C2C=2C=CC(=CC12)C1=CC=2C(=C(C3=CC=CC=C3C2)C2=CC=3C(C4=CC=CC=C4C3C=C2)(C)C)C=C1)C